COC1=NC=C(C=N1)[C@H](CC(=O)O)N1N=C(C=C1)CCC[C@H]1NC2=NC=CC=C2CC1 (S)-3-(2-methoxypyrimidin-5-yl)-3-(3-(3-((R)-1,2,3,4-tetrahydro-1,8-naphthyridin-2-yl)propyl)-1H-pyrazol-1-yl)propanoic acid